1-(7Z,10Z,13Z,16Z-docosatetraenoyl)-2-(11Z-eicosenoyl)-glycero-3-phospho-(1'-sn-glycerol) CCCCCCCC/C=C\CCCCCCCCCC(=O)O[C@H](COC(=O)CCCCC/C=C\C/C=C\C/C=C\C/C=C\CCCCC)COP(=O)(O)OC[C@H](CO)O